BrP([O-])([O-])=O Bromophosphonate